5-ethyl-imidazolidine-2,4-dione C(C)C1C(NC(N1)=O)=O